OC=1C(=C2CN(C(C2=CC1)=O)C1C(NC(CC1)=O)=O)[N+](=O)[O-] 3-(5-hydroxy-4-nitro-1-oxoisoindolin-2-yl)piperidine-2,6-dione